O1N=C(N=C1)C=1C=C(C=CC1)NC(CC(C)=O)=O N-(3-(1,2,4-oxadiazol-3-yl)phenyl)-3-oxobutanamide